The molecule is a terminal acetylenic compound that is butane carrying a triple bond at position 1. It is an alkyne and a terminal acetylenic compound. CCC#C